CC1=NC=CC(=C1C)C1=CC=CC=2[C@@H](CCOC21)CN(C(OC(C)(C)C)=O)C tert-butyl N-{[(4R)-8-(2,3-dimethylpyridin-4-yl)-3,4-dihydro-2H-1-benzopyran-4-yl]methyl}-N-methylcarbamate